13-allyl-2,9,10-trimethoxy-3-(nonyloxy)-5,6-dihydroisoquinolino[3,2-a]isoquinolin-7-ium C(C=C)C1=C2C=CC(=C(C2=C[N+]2=C1C=1C=C(C(=CC1CC2)OCCCCCCCCC)OC)OC)OC